[Cl-].CC=1C=C(C=C(C1O)C)[S+](C1=CC=CC=C1)C1=CC=CC=C1 3,5-dimethyl-4-hydroxyphenyldiphenylsulfonium chloride salt